ClC1=CNC2=NC=C(C=C21)C2=CC(=C1CCN(CC1=C2)C(=O)C2CCOCC2)[C@H]2NCCOC2 (R)-(7-(3-chloro-1H-pyrrolo[2,3-b]pyridin-5-yl)-5-(morpholine-3-yl)-3,4-dihydroisoquinolin-2(1H)-yl)(tetrahydro-2H-pyran-4-yl)methanone